heptadecane-2,5,8-triyne-1-ol C(C#CCC#CCC#CCCCCCCCC)O